Ethyl 2-(2-{[7-(5-methyl-1,2,4-oxadiazol-3-yl)isoquinolin-1-yl]amino}ethyl)-3-oxo-2,3-dihydro-1H-isoindole-5-carboxylate CC1=NC(=NO1)C1=CC=C2C=CN=C(C2=C1)NCCN1CC2=CC=C(C=C2C1=O)C(=O)OCC